(2S,3S,4S,5R,6S)-2,3,4,5,6,7-hexahydroxyheptanal O[C@H](C=O)[C@H]([C@H]([C@@H]([C@H](CO)O)O)O)O